1-cyclopropyl-N-[6-ethoxy-4-[4-fluoro-2-(4-methyl-1,2,4-triazol-3-yl)phenyl]pyridin-2-yl]-5-[(2-methoxyethylamino)methyl]-2-oxopyridine-3-carboxamide C1(CC1)N1C(C(=CC(=C1)CNCCOC)C(=O)NC1=NC(=CC(=C1)C1=C(C=C(C=C1)F)C1=NN=CN1C)OCC)=O